CN1N=C(C2=CC(=CC=C12)C=1N=C(N2C1CN(CC2)C(C)=O)C2CCN(CC2)C)C=2C=NN(C2)C 1-(1-(1-methyl-3-(1-methyl-1H-pyrazol-4-yl)-1H-indazol-5-yl)-3-(1-methylpiperidin-4-yl)-5,6-dihydroimidazo[1,5-a]pyrazin-7(8H)-yl)ethan-1-one